7-(cyclopentylmethyl)-3-{2-[(6,6-dimethylpiperidin-3-yl)amino]-5-(trifluoromethyl)pyrimidin-4-yl}-1H,4H,5H,6H,7H,8H-pyrrolo[2,3-c]azepin-8-one C1(CCCC1)CN1C(C2=C(CCC1)C(=CN2)C2=NC(=NC=C2C(F)(F)F)NC2CNC(CC2)(C)C)=O